BrCC=1C(=NC=CC1)C1C(NC(CC1)=O)=O 3-(3-(Bromomethyl)pyridin-2-yl)piperidine-2,6-dione